2-(4-amino-6-(pyridin-4-yl)-9H-pyrido[2',3':4,5]pyrrolo[2,3-d]pyrimidin-9-yl)acetic acid NC=1C2=C(N=CN1)N(C1=C2N=C(C=C1)C1=CC=NC=C1)CC(=O)O